The molecule is a glycosyloxyflavone that is 5,3',4'-trihydroxyflavone substituted by a beta-D-glucopyranosyloxy group at position 3 and a 2'',2''-dimethylpyrano ring fused across positions 7 and 8. Isolated from the leaves of Salix matsudana, it acts as a cyclooxygenase 2 inhibitor. It has a role as a metabolite and a cyclooxygenase 2 inhibitor. It is an extended flavonoid, a glycosyloxyflavone, a trihydroxyflavone, a beta-D-glucoside, a monosaccharide derivative and a pyranochromane. CC1(C=CC2=C(O1)C=C(C3=C2OC(=C(C3=O)O[C@H]4[C@@H]([C@H]([C@@H]([C@H](O4)CO)O)O)O)C5=CC(=C(C=C5)O)O)O)C